2-(4-methyl-1,3-thiazol-2-yl)-7-(piperazin-1-yl)-4H-pyrido[1,2-a]pyrimidin-4-one CC=1N=C(SC1)C=1N=C2N(C(C1)=O)C=C(C=C2)N2CCNCC2